C(C)(C)(C)C=1C=CC(=NC1)C=1C=C2CCN(C(C2=CC1)=O)C=1C=CC(=C(C1)NS(=O)(=O)C)O N-(5-(6-(5-(tert-butyl)pyridin-2-yl)-1-oxo-3,4-dihydroisoquinolin-2(1H)-yl)-2-hydroxyphenyl)methanesulfonamide